ClC1=C2C(=NC=C1C1=CC(=CC=C1)C=1C(N(C=CC1)C)=O)NC[C@@]21C[C@@](CC1)(C(=O)N)C (1S,3R)-4'-Chloro-3-methyl-5'-(3-(1-methyl-2-oxo-1,2-dihydropyridin-3-yl)phenyl)-1',2'-dihydrospiro[cyclopentane-1,3'-pyrrolo[2,3-b]pyridine]-3-carboxamide